FC(C=1C=C(C=C(C1)C(F)(F)F)C=1C(=NN(C1C(=O)NS(=O)(=O)C)C=1SC(=C(N1)C1=CC(=C(C=C1)Cl)Cl)SC(C)C)C)(F)F 4-(3,5-bis(trifluoromethyl)phenyl)-1-(4-(3,4-dichlorophenyl)-5-(isopropylsulfanyl)thiazol-2-yl)-3-methyl-N-(methylsulfonyl)-1H-pyrazole-5-carboxamide